C1(CC1)C1=NOC(=N1)C1=CC=C(C=C1)[C@H](C)OC1=NC(=NC(=C1)C)C 3-cyclopropyl-5-[4-[(1S)-1-(2,6-dimethylpyrimidin-4-yl)oxyethyl]phenyl]-1,2,4-oxadiazole